nosylate S(=O)(=O)([O-])C1=CC=C([N+](=O)[O-])C=C1